ClC1=C(C(=CC=2CN3[C@@H](COC21)CNCC3)OC)C3=C(C=CC=C3F)O 2-[(12AR)-10-chloro-8-methoxy-1,2,3,4,12,12a-hexahydro-6H-pyrazino[2,1-c][1,4]benzoxazepin-9-yl]-3-fluorophenol